1-(4-fluorophenyl)-6-methyl-1,4-dihydropyrazine-2,3-dione FC1=CC=C(C=C1)N1C(C(NC=C1C)=O)=O